Tert-butyl-((3-bromocyclopent-3-en-1-yl)oxy)diphenylsilane C(C)(C)(C)[Si](C1=CC=CC=C1)(C1=CC=CC=C1)OC1CC(=CC1)Br